N[C@H]1[C@H](CCCC1)C(=O)OCC1=CC(=CC(=C1)[N+](=O)[O-])[N+](=O)[O-] 3,5-dinitrobenzyl (1S,2R)-2-aminocyclohexane-1-carboxylate